N-(β-hydroxyethyl)sulfonamide OCCNS(=O)=O